(E)-1-(2-Hydroxyphenyl)-3-[3-(methoxymethoxy)-4-phenylmethoxyphenyl]prop-2-en-1-one OC1=C(C=CC=C1)C(\C=C\C1=CC(=C(C=C1)OCC1=CC=CC=C1)OCOC)=O